monoammonium dihydrogen phosphate salt P(=O)(O)(O)[O-].[NH4+]